dithiobis(succinimidopropionate) C1(CCC(N1C(C(=O)[O-])(C)SSC(C(=O)[O-])(C)N1C(CCC1=O)=O)=O)=O